5-[(3,4-dichlorophenyl)azo]-1,2-dihydro-6-hydroxy-1,4-dimethyl-2-oxonicotinonitrile ClC=1C=C(C=CC1Cl)N=NC1=C(N(C(C(C#N)=C1C)=O)C)O